COC(=O)C=1C(=C2C(=NC1O)C(=NN2CC2=CC=C(C=C2)OC)C)O 5,7-dihydroxy-1-(4-methoxybenzyl)-3-methyl-1H-pyrazolo[4,3-b]pyridine-6-carboxylic acid methyl ester